COC1=CC=C(C=C1)C1(C=C2C(OC1)C1=CC=CC=C1C(=C2C(=O)OC)C2=CC=C(C=C2)OC)C2=CC=C(C=C2)OC 3,3-di(4-methoxyphenyl)-5-methoxycarbonyl-6-(4-methoxyphenyl)-2H-naphtho[1,2-b]pyran